3-(3-hydroxypropylamino)propan-1-ol OCCCNCCCO